C(C=C)N1C(=CC2=CC=CC=C12)C1=CC=CC=C1 1-Allyl-2-phenyl-1H-indole